5-ethyl-1,3-dimethoxy-2-methylbenzene C(C)C=1C=C(C(=C(C1)OC)C)OC